N(=[N+]=[N-])C(C)(C1CC1)C1=NN(C2=CN=C(C=C21)Cl)C (1-azido-1-cyclopropylethyl)-5-chloro-1-methyl-1H-pyrazolo[3,4-c]pyridine